BrC1=NC(=C(C2=CC=CC=C12)Br)C=O 1,4-dibromo-isoquinoline-3-carbaldehyde